FC1(CC2(C1)C[C@@H](N(CC2)CC2=C1C=CNC1=C(C=C2OC)C)C2=CC=C(C=C2)S(=O)(=O)C)F (R)-2,2-difluoro-7-((5-methoxy-7-methyl-1H-indol-4-yl)methyl)-6-(4-(methylsulfonyl)phenyl)-7-azaspiro[3.5]nonane